2-(1-hydroxyethylidene)-1-cyclopentanone copper (II) [Cu+2].OC(C)=C1C(CCC1)=O